C\1(=C/CCC=CCCC=CCC1)/C(C)=O 1-((1Z)-cyclododeca-1,5,9-trien-1-yl)ethan-1-one